{[(4-methoxyphenyl)methyl]amino}-N-{4-[(phenylcarbonylamino)methyl]phenyl}carboxamide COC1=CC=C(C=C1)CNC(=O)NC1=CC=C(C=C1)CNC(=O)C1=CC=CC=C1